FC1=C(C=CC(=C1)N1CCC(CC1)C(F)(F)F)NC1C[C@@H]2CC(C[C@@H]2C1)N (3AR,6aS)-N2-(2-fluoro-4-(4-(trifluoromethyl)piperidin-1-yl)phenyl)octahydro-pentalene-2,5-diamine